1-(4-(hydroxymethyl)-3-(pyridazin-4-yl)-1-((2-(trimethylsilyl)ethoxy)methyl)-1H-pyrazol-5-yl)-3-(3,4,5-trifluorobenzyl)pyrrolidin-2-one OCC=1C(=NN(C1N1C(C(CC1)CC1=CC(=C(C(=C1)F)F)F)=O)COCC[Si](C)(C)C)C1=CN=NC=C1